N-cyclohexyl-5-(pyridin-4-ylethynyl)-1H-pyrrolo[2,3-b]pyridine-4-Amine C1(CCCCC1)NC=1C2=C(N=CC1C#CC1=CC=NC=C1)NC=C2